(R)-6-bromo-N-(1-(3-(difluoromethyl)-2-fluorophenyl)ethyl)-2-methylquinazolin-4-amine BrC=1C=C2C(=NC(=NC2=CC1)C)N[C@H](C)C1=C(C(=CC=C1)C(F)F)F